methyl 3-(9-((4-(((tert-butoxycarbonyl)amino)methyl)-2-(isopentylcarbamoyl)-6-methylphenyl)carbamoyl)-4,5-dihydrobenzo[b]thieno[2,3-d]oxepin-8-yl)-6-(propylcarbamoyl)picolinate C(C)(C)(C)OC(=O)NCC1=CC(=C(C(=C1)C)NC(=O)C1=CC2=C(OCCC3=C2SC=C3)C=C1C=1C(=NC(=CC1)C(NCCC)=O)C(=O)OC)C(NCCC(C)C)=O